NC1=NC=CC2=CC(=CC=C12)CNC(=O)C=1C=NC(=C(C1)Cl)Cl N-[(1-amino-6-isoquinolinyl)methyl]-5,6-dichloro-pyridine-3-carboxamide